(1R,2S,5S)-3-[(2S)-2-[(3,3-difluorocyclobutanecarbonyl)amino]-3,3-dimethyl-butanoyl]-6,6-dimethyl-3-azabicyclo[3.1.0]hexane-2-carboxylic acid FC1(CC(C1)C(=O)N[C@H](C(=O)N1[C@@H]([C@H]2C([C@H]2C1)(C)C)C(=O)O)C(C)(C)C)F